N[C@H](C(=O)N1C[C@@H](CCC1)NC(OCC1=CC=CC=C1)=O)CC1=CC(=CC=C1)C#N Benzyl ((R)-1-((S)-2-amino-3-(3-cyanophenyl)propanoyl)piperidin-3-yl)carbamate